C1=C(C=CC=2C3=CC=CC=C3NC12)CC(=O)NCC1=CC(=CC=C1)O 2-(9H-carbazol-2-yl)-N-(3-hydroxybenzyl)acetamide